[O].[Ba].[Ti] titanium-barium oxygen